C(#N)CNC1=CC(=NC=C1B1OC(C(O1)(C)C)(C)C)C1=CC=C2N1N=CC(=C2)C#N 7-{4-[(cyanomethyl)amino]-5-(4,4,5,5-tetramethyl-1,3,2-dioxaborolan-2-yl)pyridin-2-yl}pyrrolo[1,2-b]pyridazine-3-carbonitrile